(S)-N-((3-(3,5-difluoro-4-(2-oxo-2-thia-6-azaspiro[3.3]hept-6-yl)phenyl)-2-oxooxazolidin-5-yl)methyl)acetamide monosodium tetradecanedicarboxylate salt C(CCCCCCCCCCCCC)(C(=O)[O-])C(=O)O.[Na+].FC=1C=C(C=C(C1N1CC2(CS(C2)=O)C1)F)N1C(O[C@H](C1)CNC(C)=O)=O